4-(4-acetyl-5-methyl-5,6-dihydropyrazolo[1',5':1,2]pyrido[3,4-d]pyridazin-9-yl)bicyclo[2.2.2]octane-1-carboxylic acid methyl ester COC(=O)C12CCC(CC1)(CC2)C2=NN1C(C=3C=NN=C(C3C(C1)C)C(C)=O)=C2